C(C)(C)(C)N1NC=CC1 N-(tert-butyl)pyrazoline